dibutyl-(dimethoxy)tin C(CCC)[Sn](OC)(OC)CCCC